N-{4-[4-(3-{1-[4-(acetylaminosulfonyl)phenyl]-1H-1,2,3-triazol-4-yl}phenyl)-1H-1,2,3-triazol-1-yl]benzenesulfonyl}-N-pentylacetamide C(C)(=O)NS(=O)(=O)C1=CC=C(C=C1)N1N=NC(=C1)C=1C=C(C=CC1)C=1N=NN(C1)C1=CC=C(C=C1)S(=O)(=O)N(C(C)=O)CCCCC